1'-(2-[(8-acetyl-5,6,7,8-tetrahydro-1,8-naphthyridin-3-yl)oxy]ethyl)-2-oxo-1,2-dihydrospiro[indole-3,4'-piperidine]-5-carbonitrile C(C)(=O)N1CCCC=2C=C(C=NC12)OCCN1CCC2(CC1)C(NC1=CC=C(C=C12)C#N)=O